NC=1C(=NC(=C(C1)N)NCC)C#N 3,5-diamino-6-(ethylamino)pyridine-2-carbonitrile